C(N(C1=NSC=N1)C([2H])([2H])[2H])([2H])([2H])[2H] N,N-bis(methyl-d3)-1,2,4-thiadiazol-3-amine